di-(tert-butyl)(3,5-di-(tert-butyl)phenyl)phosphonium tetramesitylborate C1(=C(C(=CC(=C1)C)C)[B-](C1=C(C=C(C=C1C)C)C)(C1=C(C=C(C=C1C)C)C)C1=C(C=C(C=C1C)C)C)C.C(C)(C)(C)[PH+](C1=CC(=CC(=C1)C(C)(C)C)C(C)(C)C)C(C)(C)C